3-(4-amino-3-(4-phenoxyphenyl)-1H-pyrazolo[3,4-d]pyrimidin-1-yl)-1-(trifluoromethyl)cyclopentanol NC1=C2C(=NC=N1)N(N=C2C2=CC=C(C=C2)OC2=CC=CC=C2)C2CC(CC2)(O)C(F)(F)F